OC1=C(C=C(C=C1)C1OCC(O1)C=O)OC 2-(4-hydroxy-3-methoxyphenyl)-1,3-dioxolane-4-carbaldehyde